FC(OC=1C=C(C=CC1)NC(NC=1C=C(C=CC1)C1=CC=CS1)=O)(F)F 5-(3-(3-(3-trifluoromethoxyphenyl)ureido)phenyl)-1H-thiophene